(2-(2-(benzyloxy)ethoxy)ethoxy)ethyl 4-methylbenzenesulfonate CC1=CC=C(C=C1)S(=O)(=O)OCCOCCOCCOCC1=CC=CC=C1